C(C)(C)(C)C1=CC=C(CNC(=O)C=2N(C3=CC=C(C=C3C2)NC(C2=C(C=CC(=C2)CNC(C(C)C)=O)Cl)=O)CC(F)(F)F)C=C1 N-(4-(tert-butyl)benzyl)-5-(2-chloro-5-(isobutyrylaminomethyl)benzoylamino)-1-(2,2,2-trifluoroethyl)-1H-indole-2-carboxamide